bis(tritert-butyl-butylphosphine) palladium(0) [Pd].C(C)(C)(C)C(CCCP)(C(C)(C)C)C(C)(C)C.C(C)(C)(C)C(CCCP)(C(C)(C)C)C(C)(C)C